4-aminomethyl-benzen-1-sulfonic acid NCC1=CC=C(C=C1)S(=O)(=O)O